N-(6-((5-chloro-2-((2-methoxy-5-methyl-4-(4-(4-(oxetan-3-yl)piperazin-1-yl)piperidine-1-yl)phenyl)amino)pyrimidin-4-yl)amino)-2,3-dihydrobenzofuran-5-yl)-N-methylmethanesulfonamide ClC=1C(=NC(=NC1)NC1=C(C=C(C(=C1)C)N1CCC(CC1)N1CCN(CC1)C1COC1)OC)NC1=CC2=C(CCO2)C=C1N(S(=O)(=O)C)C